2-bromo-3-(5-methylthiazol-4-yl)-6-phenethyl-oxy-1H-inden-1-one BrC=1C(C2=CC(=CC=C2C1C=1N=CSC1C)OCCC1=CC=CC=C1)=O